ClC=1C=C2C(=C3C4(NC(NC13)=O)CCCCC4)OC(=C2)C(=O)NCCCO 5'-chloro-N-(3-hydroxypropyl)-7'-oxo-7',8'-dihydro-6'H-spiro[cyclohexane-1,9'-furo[2,3-f]quinazoline]-2'-carboxamide